N1-ethyl-N2,N2-dimethylethane-1,2-diamine C(C)NCCN(C)C